2,4-diethylphenyl-phenol C(C)C1=C(C=CC(=C1)CC)C1=C(C=CC=C1)O